C(#N)C1=CC=C2C=NC(=NC2=C1OC(C)C)NC1=CC(=C(C=C1)N1CCOCC1)CSC 7-cyano-8-isopropoxy-N-(3-((methylthio)methyl)-4-morpholinylphenyl)quinazolin-2-amine